C(C)OC1=NC=CC=C1C1=CC(=C2C(=N1)C(=NN2C(C)C)C)NCC2=C(C=CC=C2)F 5-(2-ethoxy-3-pyridinyl)-N-[(2-fluorophenyl)methyl]-1-isopropyl-3-methyl-pyrazolo[4,3-b]pyridin-7-amine